CN1CC(N(CC1)C(=O)C1=C(C#N)C=CC=C1N1CCCC1)C1=CC=CC=C1 (4-methyl-2-phenylpiperazine-1-carbonyl)-3-pyrrolidin-1-ylbenzonitrile